[Pd].C1=CCC1 cyclobutene palladium